tert-butyl (1-(3-fluoro-6-(hydroxymethyl)pyridin-2-yl)azetidin-3-yl)carbamate FC=1C(=NC(=CC1)CO)N1CC(C1)NC(OC(C)(C)C)=O